C(C)(C)(C)OC(CCC1=CC2=C(N(C(N2C)=O)C2C(NC(CC2)=O)=O)C=C1)=O.C1(=CC=CC=C1)[Si]([Si]([Si](Cl)(Cl)Cl)(Cl)C=C)(C=C)C1=CC=CC=C1 diphenyl-divinyl-tetrachlorotrisilane tert-butyl-3-(1-(2,6-dioxopiperidin-3-yl)-3-methyl-2-oxo-2,3-dihydro-1H-benzo[d]imidazol-5-yl)propanoate